O=C1NC(CCC1N1C(C2=CC=C(C=C2C1)C1CCN(CC1)CC(=O)O)=O)=O 2-[4-[2-(2,6-dioxo-3-piperidyl)-1-oxo-isoindolin-5-yl]-1-piperidyl]acetic acid